2-(4-(6-Nitropiperidin-3-yl)morpholin-2-yl)propan-2-amine [N+](=O)([O-])C1CCC(CN1)N1CC(OCC1)C(C)(C)N